tert-butyl (3S)-3-[[(2S)-2-[benzyloxycarbonyl(methyl)amino]-2-cyclopentyl-acetyl]-methyl-amino]-4-(dimethylamino)-4-oxo-butanoate C(C1=CC=CC=C1)OC(=O)N([C@H](C(=O)N([C@@H](CC(=O)OC(C)(C)C)C(=O)N(C)C)C)C1CCCC1)C